3-(2-(2-bromoethoxy)-5-fluorophenyl)thiophene BrCCOC1=C(C=C(C=C1)F)C1=CSC=C1